C(C)(C)(C)OC(NC1=C(SC2=C1CCCC2)C)=O (2-methyl-4,5,6,7-tetrahydro-1-benzothien-3-yl)carbamic acid tert-butyl ester